FCC(=O)N1CC[C@@H]2N(C([C@H](C1)NC(OC(C)(C)C)=O)=O)[C@@H](CC2)C(N[C@@H]2CCOC1=CC(=CC=C21)F)=O tert-Butyl ((5S,8S,10aR)-3-(2-fluoroacetyl)-8-(((R)-7-fluorochroman-4-yl)carbamoyl)-6-oxodecahydropyrrolo[1,2-a][1,5]diazocin-5-yl)carbamate